ClC=1C(=C(C=CC1)NC1=C(NC2=C1C(NCC2)=O)C2=C(C=NC=C2)C#C[C@@H]2N[C@@H](CC2)C)OC 3-[(3-chloro-2-methoxyphenyl)amino]-2-(3-{2-[(2R,5R)-5-methylpyrrolidin-2-yl]ethynyl}pyridin-4-yl)-1H,5H,6H,7H-pyrrolo[3,2-c]pyridin-4-one